C(C)C=1NC(=C(N1)C1=CC(=C(C=C1)F)C)C=1C=CC=2N(C1)N=CN2 6-(2-Ethyl-4-(4-fluoro-3-methylphenyl)-1H-imidazol-5-yl)-[1,2,4]triazolo[1,5-a]pyridine